O1C2=C(OCC1)C=C(C=C2)C(C)N2[C@@H](CN[C@H](C2)CC)CC (2R,5S)-1-(1-(2,3-dihydrobenzo[B][1,4]dioxin-6-yl)ethyl)-2,5-diethylpiperazine